7-fluoro-3-(methylprolyl)-1H-indole FC=1C=CC=C2C(=CNC12)C([C@H]1N(CCC1)C)=O